5-((S)-2,2-dimethyltetrahydro-2H-pyran-4-yl)-1-(6-(5-oxo-4,5-dihydro-1,2,4-oxadiazol-3-yl)bicyclo[3.1.0]hexan-6-yl)-1H-indole-2-carboxylic acid CC1(OCC[C@@H](C1)C=1C=C2C=C(N(C2=CC1)C1(C2CCCC12)C1=NOC(N1)=O)C(=O)O)C